[Pd](Cl)Cl.C1(CCCCC1)P(C1CCCCC1)C1CCCCC1.C1(CCCCC1)P(C1CCCCC1)C1CCCCC1 bis(tricyclohexyl-phosphine) palladium (II) dichloride